4-amino-5-nitro-2-hydroxypyridine NC1=CC(=NC=C1[N+](=O)[O-])O